(7R,14R)-11-(3-amino-3-methylbut-1-yn-1-yl)-1-(difluoromethoxy)-6-(methyl-d3)-6,7-dihydro-7,14-methanobenzo[f]benzo[4,5]imidazo[1,2-a][1,4]diazocin-5(14H)-one NC(C#CC1=CC2=C(N=C3N2[C@H]2C4=C(C(N([C@@H]3C2)C([2H])([2H])[2H])=O)C=CC=C4OC(F)F)C=C1)(C)C